(1R,2S,5R)-1-Amino-2-(((S)-2-amino-N,3-dimethylbutanamido)methyl)-5-(2-boronoethyl)cyclohexane-1-carboxylic acid dihydrochloride Cl.Cl.N[C@]1([C@@H](CC[C@H](C1)CCB(O)O)CN(C([C@H](C(C)C)N)=O)C)C(=O)O